C(\C=C/CCCCCCC)(=O)O.[C] carbon cis-2-decenoic acid